C1=CC(=C2C(=CC=C3C4=CC=CC5=CC=CC(C1=C23)=C45)N)N perylene-3,4-diamine